5-(1-aminoisoquinolin-7-yl)-1'-(tert-butoxycarbonyl)-2,3-dihydrospiro[indene-1,4'-piperidine] NC1=NC=CC2=CC=C(C=C12)C=1C=C2CCC3(CCN(CC3)C(=O)OC(C)(C)C)C2=CC1